(R)-2-(1-(2-chloro-4-((2,6-dioxopiperidin-3-yl)amino)phenyl)-4-hydroxypiperidin-4-yl)acetic acid ClC1=C(C=CC(=C1)N[C@H]1C(NC(CC1)=O)=O)N1CCC(CC1)(O)CC(=O)O